ClC1=C(C=CC=C1F)C1=CC=CC2=C1NC(=NS2(=O)=O)NCC2=NC=CC=C2OC 5-(2-chloro-3-fluorophenyl)-3-(((3-methoxypyridin-2-yl)methyl)amino)-4H-benzo[e][1,2,4]thiadiazine 1,1-dioxide